[C@@H]1([C@H](O)[C@@H](O)[C@H](O)[C@H](O1)CO)OC=1C=C(C=O)C=CC1 3-β-D-glucopyranosyloxybenzaldehyde